ClC1=C(C(=CC=C1)C1=CC=C(C=C1)C(F)(F)F)C(=O)NCC1(NC(NC1=O)=O)C1=CC=NN1C chloro-N-{[4-(1-methyl-1H-pyrazol-5-yl)-2,5-dioxoimidazolidin-4-yl]methyl}-4'-(trifluoromethyl)[biphenyl]-2-carboxamide